Cl.O(C1=CC=CC=C1)C1=CC=C(CNC(=N)NC(=N)N)C=C1 (4-phenoxy)benzyl-biguanide hydrochloride